6-chloro-4-{4-[2-(4-fluorophenyl)propan-2-yl]piperazin-1-yl}-1-methyl-2-oxo-1,2-dihydro-1,5-naphthyridine-3-carbonitrile ClC=1N=C2C(=C(C(N(C2=CC1)C)=O)C#N)N1CCN(CC1)C(C)(C)C1=CC=C(C=C1)F